O1CCN(CC1)C(\C=C\C1=C(N=C2N1C=CC=C2)C2=CC=CC=C2)=O (E)-1-morpholino-3-(2-phenylimidazo[1,2-a]pyridin-3-yl)prop-2-en-1-one